C(C)(C)(C)OC(=O)N1C(C2=CC=C(C=C2C1=O)C1=NC(=NC=C1F)NC1=C(C=CC(=C1)N1CCN(CC1)C)OC(F)(F)F)C 5-(5-fluoro-2-((5-(4-methylpiperazin-1-yl)-2-(trifluoromethoxy)phenyl)amino)pyrimidin-4-yl)-1-Methyl-3-oxoisoindole-2-carboxylic acid tert-butyl ester